ClC(C1=NC(=NO1)C1=CC=C(C=C1)P(NC1=C(C=C(C=C1)F)F)(=O)C)(F)F P-(4-(5-(chlorodifluoromethyl)-1,2,4-oxadiazol-3-yl)phenyl)-N-(2,4-difluorophenyl)-P-methylphosphinic amide